C(C)C1=CC(=C(O1)C(C)C)NC(NS(N(C1CN(CCC1)C)C=1C=NN(C1)C)(=O)=O)=O 3-[5-Ethyl-2-(propan-2-yl)furan-3-yl]-1-[(1-methyl-1H-pyrazol-4-yl)(1-methyl-piperidin-3-yl)sulfamoyl]urea